2-(2-chloro-5-(2-hydroxypropan-2-yl)-8-oxothieno[2',3':4,5]pyrrolo[1,2-d][1,2,4]triazin-7(8H)-yl)-N-((1r,3r)-3-hydroxycyclohexyl)acetamide ClC1=CC2=C(C=C3N2C(=NN(C3=O)CC(=O)N[C@H]3C[C@@H](CCC3)O)C(C)(C)O)S1